(2,4-dimethylphenyl)amine CC1=C(C=CC(=C1)C)N